C(C)NC(C(=O)[O-])=O 2-(ethylamino)-2-oxoacetate